5-chloro-1H-indole-2-carboxamide ClC=1C=C2C=C(NC2=CC1)C(=O)N